(E)-3-(3-chloro-2-fluoro-6-tetrazol-1-yl-phenyl)-acrylic acid 2,5-dioxo-pyrrolidin-1-yl ester O=C1N(C(CC1)=O)OC(\C=C\C1=C(C(=CC=C1N1N=NN=C1)Cl)F)=O